5-cyclopropyl-1-[4-(difluoromethoxy)phenyl]-3-methyl-pyrazole-4-carboxylic acid C1(CC1)C1=C(C(=NN1C1=CC=C(C=C1)OC(F)F)C)C(=O)O